BrC=1C=C(C=C(C1)CO)CO (5-Bromo-1,3-phenylen)dimethanol